4-phenylbutane C1(=CC=CC=C1)CCCC